(R)-N-((R)-8-(8-((2,3-dichlorophenyl)thio)imidazo[1,2-c]pyrimidin-5-yl)-8-azaspiro[4.5]decan-1-yl)-2-methylpropane-2-sulfinamide ClC1=C(C=CC=C1Cl)SC=1C=2N(C(=NC1)N1CCC3(CCC[C@H]3N[S@](=O)C(C)(C)C)CC1)C=CN2